C(C)(C)C1=CN=C(N1)C(CC)C1NCCOC1 5-isopropyl-1-(3-morpholinyl)propylimidazole